(S)-4-ethyl-8-fluoro-4-hydroxy-11-((R)-1-ethylpyrrolidin-3-yl)-1,12-dihydro-14H-pyrano[3',4':6,7]indolizino[2,1-b]quinoline-3,6,14(4H,11H)-trione C(C)[C@]1(C(OCC=2C(N3CC=4N(C5=CC=C(C=C5C(C4C3=CC21)=O)F)[C@H]2CN(CC2)CC)=O)=O)O